FC1(CC2(C1)CCN(CC2)C(C(=O)N[C@@H](C(=O)NCC2=CC=C(C=C2)O)CCCNC(=N)N)C2=CC=CC=C2)F (2R)-2-(2-(2,2-difluoro-7-azaspiro[3.5]nonan-7-yl)-2-phenylacetamido)-5-guanidino-N-(4-hydroxybenzyl)pentanamide